3-fluoro-4-keto-piperidine-1-carboxylic acid tert-butyl ester C(C)(C)(C)OC(=O)N1CC(C(CC1)=O)F